2-(trifluoromethoxy)benzoyl chloride FC(OC1=C(C(=O)Cl)C=CC=C1)(F)F